1-[4-[[3-chloro-4-(methylamino)-1-(2-trimethylsilylethoxymethyl)pyrazolo[3,4-d]pyrimidin-6-yl]amino]indazol-1-yl]-2-methyl-propan-2-ol ClC1=NN(C2=NC(=NC(=C21)NC)NC2=C1C=NN(C1=CC=C2)CC(C)(O)C)COCC[Si](C)(C)C